FC=1C=C2C(=CNC2=CC1)NC(=O)NC=1C=NC=C(C1)SC(F)(F)F 1-(5-fluoro-1H-indol-3-yl)-3-(5-((trifluoromethyl)thio)pyridin-3-yl)urea